N-(4,6-difluoro-1,3-benzothiazol-2-yl)piperidine-3-carboxamide hydrochloride Cl.FC1=CC(=CC2=C1N=C(S2)NC(=O)C2CNCCC2)F